(S)-tert-Butyl 4-(6-chloro-7-(2-fluorophenyl)-1-neopentyl-2-oxo-1,2-dihydro-1,8-naphthyridin-4-yl)-3-methylpiperazine-1-carboxylate ClC=1C=C2C(=CC(N(C2=NC1C1=C(C=CC=C1)F)CC(C)(C)C)=O)N1[C@H](CN(CC1)C(=O)OC(C)(C)C)C